CC1=C(C=C(C=C1)NC(=O)N1C[C@@H](OCC1)C(F)(F)F)C1=CC(=NC(=C1)N1CCOCC1)C=1N(N=CC1)C (2R)-N-{4-methyl-3-[2-(2-methylpyrazol-3-yl)-6-(morpholin-4-yl)pyridin-4-yl]phenyl}-2-(trifluoromethyl)morpholine-4-carboxamide